C(\C=C\C)(=O)OC(C(C)C)CC 2-methylpentan-3-yl (E)-but-2-enoate